{4-[7-(3,6-Dihydro-2H-pyran-4-yl)-4-methoxy-thiazolo[4,5-c]pyridin-2-ylcarbamoyl]-phenyl}-acetic acid O1CCC(=CC1)C=1C2=C(C(=NC1)OC)N=C(S2)NC(=O)C2=CC=C(C=C2)CC(=O)O